8-((3-(3-chloro-2-methylphenyl)azetidin-3-yl)amino)-1-methyl-1,3,4,5-tetrahydro-2H-benzo[b]azepin-2-one ClC=1C(=C(C=CC1)C1(CNC1)NC=1C=CC2=C(N(C(CCC2)=O)C)C1)C